tert-butyl ((2-mercaptobenzo[d]thiazol-6-yl) methyl)carbamate SC=1SC2=C(N1)C=CC(=C2)CNC(OC(C)(C)C)=O